C(C)(C)(C)OC(=O)N1CCC(C1)C=1C=C(C=CC1)C 4-(m-tolyl)pyrrolidine-1-carboxylic acid tert-butyl ester